2-(6'-Methoxyspiro[cyclobutane-1,1'-inden]-2'-yl)-1-(pyridin-2-yl)-1H-indole COC1=CC=C2C=C(C3(C2=C1)CCC3)C=3N(C1=CC=CC=C1C3)C3=NC=CC=C3